C(=O)(OC(C)(C)C)N1C(C2=CC=CC=C2CC1)C(=O)O 1,2,3,4-tetrahydro-N-Boc-isoquinoline-1-carboxylic acid